ClC=1C(=C(CC=2C=C3C(C(=CN(C3=CC2F)[C@@H](C(C)C)CO)C(=O)O)=O)C=CC1)F 6-(3-chloro-2-fluorobenzyl)-7-fluoro-1-((S)-1-hydroxymethyl-2-methylpropyl)-4-oxo-1,4-dihydroquinoline-3-carboxylic acid